7-bromo-3-ethyl-5-(2-fluorophenyl)-1,3-dihydro-2H-benzo[e][1,4]diazepin-2-one BrC1=CC2=C(NC(C(N=C2C2=C(C=CC=C2)F)CC)=O)C=C1